5-[3-(4-bromo-2-methyl-pyrazol-3-yl)oxypropoxy]-1H-pyrazole-3-carboxylic acid BrC1=C(N(N=C1)C)OCCCOC1=CC(=NN1)C(=O)O